7-(1-(adamantan-1-ylmethyl)-5-methyl-1H-pyrazol-4-yl)-3-(6-(benzo[d]thiazol-2-ylamino)pyridin-3-yl)-[1,2,4]triazolo[4,3-a]pyridine-8-carboxamide C12(CC3CC(CC(C1)C3)C2)CN2N=CC(=C2C)C2=C(C=3N(C=C2)C(=NN3)C=3C=NC(=CC3)NC=3SC2=C(N3)C=CC=C2)C(=O)N